tetra-p-tolyl-manganese C1(=CC=C(C=C1)[Mn](C1=CC=C(C=C1)C)(C1=CC=C(C=C1)C)C1=CC=C(C=C1)C)C